((1R,3R)-3-(2-(2-cyanoacetyl)-3-fluoro-5-methylphenoxy)cyclopentyl)carbamic acid tert-butyl ester C(C)(C)(C)OC(N[C@H]1C[C@@H](CC1)OC1=C(C(=CC(=C1)C)F)C(CC#N)=O)=O